CC1=C(C=CC=C1OC(F)(F)F)B(O)O 2-METHYL-3-(TRIFLUOROMETHOXY)PHENYLBORONIC ACID